(S)-3-methyl-2-(6-(4-(2-(methylsulfonyl)pyrimidin-5-yl)-1H-1,2,3-triazol-1-yl)hexanamido)butanamide CC([C@@H](C(=O)N)NC(CCCCCN1N=NC(=C1)C=1C=NC(=NC1)S(=O)(=O)C)=O)C